C(C)(C)(C)OC(=O)NC(C(=O)O)CNC=1SC(=C(N1)C1=CC(=C(C=C1)Cl)Cl)CC(C)C 2-(tert-Butoxycarbonylamino)-3-(4-(3,4-dichlorophenyl)-5-isobutylthiazol-2-ylamino)propionic acid